C(C)(C)(C)OC(=O)N1C[C@@H](CC1)COC(=O)C=1C(=CC=CC1)C |r| (±)-3-((toluoyloxy)methyl)pyrrolidine-1-carboxylic acid tert-butyl ester